C(C)(C)(C)C1=CC(=C(C=C1)C=1N(C(C(N1)C1=CC=C(C=C1)Cl)C1=CC=C(C=C1)Cl)C(=O)N1CCN(CC1)C1=C2C(N(C(C2=CC=C1)=O)C1C(NC(CC1)=O)=O)=O)OCC 4-(4-(2-(4-(tert-butyl)-2-ethoxyphenyl)-4,5-bis(4-chlorophenyl)-4,5-dihydro-1H-imidazole-1-carbonyl)piperazin-1-yl)-2-(2,6-dioxopiperidin-3-yl)isoindoline-1,3-dione